2-(trimethylsilylethoxy)methyl-1,2,3,6-tetrahydropyrrolo[3',2':5,6]pyrido[2,3-b][1,4]oxazine C[Si](C)(C)CCOCC1NC2=C(OC1)N=C1C(=C2)C=CN1